CC(C)=CC(C)O 2-methyl-2-penten-4-ol